ethylnaphthalene-2-ol C(C)C1=C(C=CC2=CC=CC=C12)O